5-{1-[4-(Cyclobutylmethoxy)-2-fluoro-5-methoxybenzoyl]piperidin-4-yl}-4-methoxypyridin-2-amine C1(CCC1)COC1=CC(=C(C(=O)N2CCC(CC2)C=2C(=CC(=NC2)N)OC)C=C1OC)F